6-chloro-7-(5-chloropyrazin-2-yl)-N-[5-(2,2-difluoroethyl)-4,6-dimethoxy-pyrimidin-2-yl]-1H-indole-3-sulfonamide ClC1=CC=C2C(=CNC2=C1C1=NC=C(N=C1)Cl)S(=O)(=O)NC1=NC(=C(C(=N1)OC)CC(F)F)OC